O1CCNCC(C1)CO 1,4-oxazepan-6-ylmethanol